CC1NCC=C1C1=CC=2C(=NC=CC2NC=2C=CC3=C(N=CS3)C2)S1 N-(2-(2-methyl-2,5-dihydro-1H-pyrrol-3-yl)thieno[2,3-b]pyridin-4-yl)benzo[d]-thiazol-5-amine